IC1=NN(C=N1)C(C)C 3-iodo-1-isopropyl-1H-1,2,4-triazole